OC1=C(C(=CC(=C1)C(F)(F)F)C)C1=CC2=C(N=N1)N(CC2)[C@H]2[C@H](COCC2)O (3R,4R)-4-(3-(2-hydroxy-6-methyl-4-(trifluoromethyl)phenyl)-5,6-dihydro-7H-pyrrolo[2,3-c]pyridazin-7-yl)tetrahydro-2H-pyran-3-ol